NCCC[Si](O)(O)O AMINOPROPYLSILANETRIOL